dithioalcohol S(SO)O